O1C(CCCC1)O[C@@H](C)C=1N(C=CN1)CC1=NOC(=C1)C1=CC=C(C=C1)C#CC1=CC=C(CN2CCC(CC2)C(=O)O)C=C1 1-(4-((4-(3-((2-((1S)-1-((tetrahydro-2H-pyran-2-yl)oxy)ethyl)-1H-imidazol-1-yl)methyl)isoxazole-5-yl)phenyl)ethynyl)benzyl)piperidine-4-carboxylic acid